2-(methoxymethyl)-N-(4-methoxyphenyl)-6-({[2-(trifluoromethyl)phenyl]carbonyl}amino)-1H-benzimidazole-4-carboxamide COCC1=NC2=C(N1)C=C(C=C2C(=O)NC2=CC=C(C=C2)OC)NC(=O)C2=C(C=CC=C2)C(F)(F)F